(S)-(4-cyclopropyloxazol-5-yl)(4-(4-methylpyrazolo[1,5-a]pyridin-2-yl)-1,4,6,7-tetrahydro-5H-imidazo[4,5-c]pyridin-5-yl)methanone C1(CC1)C=1N=COC1C(=O)N1[C@@H](C2=C(CC1)NC=N2)C2=NN1C(C(=CC=C1)C)=C2